alpha-fluoromethylene phosphonate P1(OC(F)O1)=O